2,2,2-Trifluoroethyl 2,2-dimethyl-3-(6-methyl-3-phenyl-1H-indazol-1-yl)propanoate CC(C(=O)OCC(F)(F)F)(CN1N=C(C2=CC=C(C=C12)C)C1=CC=CC=C1)C